C(C)(C)(C)OC(=O)N1[C@@H](C[C@H](C1)F)C(C(C(=O)OCC)N1N=C2C(=C(C=C(C2=C1)Cl)Br)Cl)=O (2S,4R)-2-(2-(6-bromo-4,7-dichloro-2H-indazol-2-yl)-3-ethoxy-3-oxopropanoyl)-4-fluoropyrrolidine-1-carboxylic acid tert-butyl ester